(S,E)-Methyl-6-(7-fluorobenzo[b]thiophen-2-carboxamido)-7-(1-(2-(2-adamantylamino)-2-oxoethyl)-2-oxo-1,2-dihydropyridin-3-ylamino)-7-oxohept-2-enoat COC(\C=C\CC[C@@H](C(=O)NC=1C(N(C=CC1)CC(=O)NC1C2CC3CC(CC1C3)C2)=O)NC(=O)C2=CC3=C(S2)C(=CC=C3)F)=O